C(C1=CC=CC=C1)SC=1C=CC(=C(C1)C(C)O)F 1-[5-(Benzylsulfanyl)-2-fluorophenyl]ethanol